COC=1C=C2CCN(CC2=CC1OC)CCC1=CC=C(C=C1)N1N=C(N=N1)C1=C(N)C=CC(=C1)OC1=CC=NC=C1 2-(2-(4-(2-(6,7-Dimethoxy-3,4-dihydroisoquinolin-2(1H)-yl)ethyl)phenyl)-2H-tetrazol-5-yl)-4-(pyridin-4-yloxy)aniline